[N+](=O)([O-])C1=CC=C(C=N1)N1C[C@H](CCC1)N (3S)-1-(6-nitropyridin-3-yl)hexahydropyridin-3-amine